(2S,4R)-N-[2-[(5-cyano-2-pyridyl)oxy]ethyl]-1-[(2S)-2-(4-cyclopropyltriazol-1-yl)-3,3-dimethyl-butanoyl]-4-hydroxy-pyrrolidine-2-carboxamide C(#N)C=1C=CC(=NC1)OCCNC(=O)[C@H]1N(C[C@@H](C1)O)C([C@H](C(C)(C)C)N1N=NC(=C1)C1CC1)=O